C(C1=CC=CC=C1)SC1=CC(=C(C=C1)NC1=NC=C2C=CN=C(C2=C1)C#CC=1C(=NC=CC1)N(C(OC(C)(C)C)=O)C(=O)OC(C)(C)C)C tert-butyl (3-((7-((4-(benzylthio)-2-methylphenyl)amino)-2,6-naphthyridin-1-yl)ethynyl)pyridin-2-yl)(tert-butoxycarbonyl)carbamate